ClC=1C=C(C=CC1C#N)NC([C@@](CN1CCC2=CC(=C(C=C12)C1=CC=CC=C1)F)(C)O)=O (S)-N-(3-chloro-4-cyanophenyl)-3-(5-fluoro-6-phenylindolin-1-yl)-2-hydroxy-2-methylpropanamide